COC(=O)C=1C=2CCCOC2C(=C(C1)F)C#N 8-cyano-7-fluorochroman-5-carboxylic acid methyl ester